2-(3-chlorophenyl)-2,2-difluoroacetic acid ClC=1C=C(C=CC1)C(C(=O)O)(F)F